[N+](#[C-])C1=CC=C(C(=O)OCC[Na])C=C1 4-isocyanobenzoyl-oxyethyl-sodium